C(C)OC(CCC(=O)C1=NC(=CC(=C1O)Br)C1=CC=C(C=C1)F)=O 4-[4-Bromo-6-(4-fluoro-phenyl)-3-hydroxy-pyridin-2-yl]-4-oxo-butyric acid ethyl ester